CNC(=O)C1=CC=C(C=N1)C=1CCN(CC1)CC=1C=NC=2C(=C(C(NC2C1)=O)C(F)(F)F)C N-methyl-1'-((8-methyl-6-oxo-7-(trifluoromethyl)-5,6-dihydro-1,5-naphthyridin-3-yl)methyl)-1',2',3',6'-tetrahydro-[3,4'-bipyridine]-6-carboxamide